dehydroacetiC acid CC(=O)C1C(=O)C=C(C)OC1=O